di-(3-hexyl) phosphate P(=O)(OC(CC)CCC)(OC(CC)CCC)[O-]